ClC1=C(C=C(S1)C(=O)C=1C=NC=NC1)C(C1=CC(=CC=C1)Cl)=O 5-{[5-chloro-4-(3-chlorobenzoyl)-2-thienyl]carbonyl}pyrimidin